allyl 5-((1R)-fluoro(hydroxy(3-(2-methoxyethoxy)phenoxy)phosphoryl)methyl)benzo[b]thiophene-2-carboxylate F[C@@H](C1=CC2=C(SC(=C2)C(=O)OCC=C)C=C1)P(=O)(OC1=CC(=CC=C1)OCCOC)O